1-(4-p-toluenesulfonylpiperazin-1-yl)ethan-1-one CC1=CC=C(C=C1)S(=O)(=O)N1CCN(CC1)C(C)=O